N=1N(N=C2C1C=CC=C2)C=2C(=C(C=C(C2)C(C(=O)OC)C)C(C)(C)C)O methyl 5-(2H-benzotriazol-2-yl)-4-hydroxy-3-t-butylphenylpropionate